(R)-1-phenylethyl (3R,4S)-4-allyl-3-azido-1-(N-(2-((tert-butoxycarbonyl)amino)ethyl)-N-methylsulfamoyl)pyrrolidine-3-carboxylate C(C=C)[C@@H]1[C@@](CN(C1)S(N(C)CCNC(=O)OC(C)(C)C)(=O)=O)(C(=O)O[C@H](C)C1=CC=CC=C1)N=[N+]=[N-]